1-(6-phenylpyridin-3-yl)ethan-1-ol C1(=CC=CC=C1)C1=CC=C(C=N1)C(C)O